N1(C=NC=C1)CCCC=1N=C(SC1)N 4-(3-(1H-imidazol-1-yl)propyl)thiazol-2-amine